C(=C(C)C)Cl Isobutenylchlorid